ClC=1C=C2C(=CC1)NC(C21CCN(CC1)CCOC=1C=C2CNC(N(C2=C(C1)C(F)(F)F)C1CC(C1)(C)O)=O)=O 5-chloro-1'-[2-({2-oxo-1-[(cis)-3-hydroxy-3-methylcyclobutyl]-8-(trifluoromethyl)-1,2,3,4-tetrahydroquinazolin-6-yl}oxy)ethyl]-1,2-dihydrospiro[indole-3,4'-piperidin]-2-one